tert-Butyl (S)-2-(3-(((S)-sec-butyl)amino)propanamido)-7-methyl-3-(thiazolo[4,5-c]pyridin-2-yl)-4,7-dihydrothieno[2,3-c]pyridine-6(5H)-carboxylate [C@H](C)(CC)NCCC(=O)NC1=C(C2=C([C@@H](N(CC2)C(=O)OC(C)(C)C)C)S1)C=1SC2=C(C=NC=C2)N1